C(C)C1=CC(=NC2=C1N=C(N=C2)N[C@@H]2CNC[C@@H](C2)CF)C2=CC(=C(C=C2)NS(=O)(=O)CC2=CC=CC=C2)F N-(4-(8-ethyl-2-(((3S,5R)-5-(fluoro-methyl)piperidin-3-yl)amino)pyrido[3,2-d]pyrimidin-6-yl)-2-fluoro-phenyl)-1-phenylmethanesulfonamide